ClC=1C(=NC=C(C1)C1=NN(C=C1)C)C(=O)OCC ethyl 3-chloro-5-(1-methyl-1H-pyrazol-3-yl)picolinate